CC1(CC1)C(=O)NCC=1N(C2=CC(=CC=C2C1)C(CC1=NOC(=C1)C)C)C(=O)OC(C)(C)C tert-butyl 2-((1-methylcyclopropane-1-carboxamido)methyl)-6-(1-(5-methylisoxazol-3-yl)propan-2-yl)-1H-indole-1-carboxylate